1-((2-((5-fluoro-1-methyl-1H-benzo[d]imidazol-2-yl)amino)benzo[d]oxazol-5-yl)methyl)azetidin-3-ol FC1=CC2=C(N(C(=N2)NC=2OC3=C(N2)C=C(C=C3)CN3CC(C3)O)C)C=C1